o-isopropoxyphenylmethyleneruthenium(II) C(C)(C)OC1=C(C=CC=C1)C=[Ru]